FC(C=1C=C(OC2=C3C(C(C3=C(C=C2)I)=O)(F)F)C=C(C1)F)F 2-[3-(difluoromethyl)-5-fluorophenoxy]-8,8-difluoro-5-iodobicyclo[4.2.0]octa-1,3,5-triene-7-one